(S)-3-propylbutyrolactone C(CC)[C@H]1CC(=O)OC1